N(=[N+]=[N-])CC1OCC(CO1)(C)C 2-(azidomethyl)-5,5-dimethyl-1,3-dioxane